3-(furan-2-yl)-1-methylisoquinoline O1C(=CC=C1)C=1N=C(C2=CC=CC=C2C1)C